4-hydroxy-N-propyltryptamine OC=1C=CC=C2NC=C(CCNCCC)C12